ClC=1C(=NC(=NC1)NC1=C(C=C(C=C1)N1CCC(CC1)N1CCN(CC1)C)OC)N 5-chloro-N2-{2-methoxy-4-[4-(4-methylpiperazin-1-yl)piperidin-1-yl]phenyl}pyrimidine-2,4-diamine